3-(benzo[d][1,3]dioxol-5-yl)-N-(2-fluorophenyl)propanamide O1COC2=C1C=CC(=C2)CCC(=O)NC2=C(C=CC=C2)F